2-mercaptoethoxymethyl propylene oxide SCCOCC1C(C)O1